7-fluoro-5-(2-(4-methoxy-3-methylphenylamino)-5-methylpyrimidin-4-ylamino)benzo[d]oxazol-2(3H)-one FC1=CC(=CC=2NC(OC21)=O)NC2=NC(=NC=C2C)NC2=CC(=C(C=C2)OC)C